COC(CC1=CC(=CC(=C1)C=1N(N=C2C(N(CCC21)C(C2=C(C(=CC=C2)OC)Cl)=O)C)C)Cl)=O 2-[3-chloro-5-[6-(2-chloro-3-methoxy-benzoyl)-2,7-dimethyl-5,7-dihydro-4H-pyrazolo[3,4-c]pyridin-3-yl]phenyl]acetic acid methyl ester